[I-].[Br-].C(C[NH3+])[NH3+] ethane-1,2-diaminium bromide iodide